FC1=C(C=CC(=C1)C1=NN(C=N1)C1=CC=C(C=C1)S(=O)C(F)(F)F)NC(=O)\N=C\1/SCC(N1C1=C(C=CC(=C1)C)C(C)OC)=O (Z)-1-(2-fluoro-4-(1-(4-((trifluoromethyl)sulfinyl)phenyl)-1H-1,2,4-triazol-3-yl)phenyl)-3-(3-(2-(1-methoxyethyl)-5-methylphenyl)-4-oxothiazolidin-2-ylidene)urea